((1r,4r)-4-(2-methoxyethoxy)cyclohexyl)-2-(5-methyl-1H-imidazol-1-yl)-5H-pyrrolo[3,2-d]pyrimidine-4-carboxamide COCCOC1CCC(CC1)N1C=CC=2N=C(N=C(C21)C(=O)N)N2C=NC=C2C